FC(C(=O)O)(F)F.[C@H]12CNC[C@@H]2C1CN(C(C)=O)CC N-[(1R,5S,6r)-3-azabicyclo[3.1.0]Hex-6-ylmethyl]N-ethylacetamide trifluoroacetate